ClC1=C(C(=CC=C1Cl)OCOC)C1N(CC(C1)=C)C(=O)[O-] 2-[2,3-dichloro-6-(methoxymethoxy)phenyl]-4-methylidenepyrrolidine-1-carboxylate